C1(=CC=CC=C1)S(=O)(=O)N1C=C(C2=CC=CC=C12)C(C#N)C 2-[1-(benzenesulfonyl)indol-3-yl]Propionitrile